ClC1=CC=C(C=C1)C1C(=C(NC(=C1C(=O)OC)C)C)C(=O)OC dimethyl 4-(4-chlorophenyl)-2,6-dimethyl-1,4-dihydropyridine-3,5-dicarboxylate